The molecule is an unsaturated fatty acyl-CoA that results from the formal condensation of the thiol group of coenzyme A with the carboxy group of (2E,9Z,12Z,15Z,18Z)-tetracosapentaenoic acid. It is an unsaturated fatty acyl-CoA and a very long-chain fatty acyl-CoA. It is a conjugate acid of a (2E,9Z,12Z,15Z,18Z)-tetracosapentaenoyl-CoA(4-). CCCCC/C=C\\C/C=C\\C/C=C\\C/C=C\\CCCCC/C=C/C(=O)SCCNC(=O)CCNC(=O)[C@@H](C(C)(C)COP(=O)(O)OP(=O)(O)OC[C@@H]1[C@H]([C@H]([C@@H](O1)N2C=NC3=C(N=CN=C32)N)O)OP(=O)(O)O)O